N,N-dimethyl-N',N'-di(2-hydroxypropyl)-1,3-diaminopropane CN(CCCN(CC(C)O)CC(C)O)C